FC1(CCN(CCC1)C1=C(C(=C(C=N1)C1CN(C1)C(=O)OC(C)(C)C)C)C(NC1=CC(=CC=C1)S(=O)(=N)C)=O)F tert-butyl 3-(6-(4,4-difluoroazepan-1-yl)-4-methyl-5-((3-(S-methylsulfonimidoyl)phenyl)carbamoyl)pyridin-3-yl)azetidine-1-carboxylate